C1(=CC=CC=C1)C=1N=CC(=NC1C1=CC=CC=C1)N(C(C)C)CCCCOCC(=O)NS(=O)(=O)C 2-[4-[N-(5,6-diphenylpyrazin-2-yl)-N-isopropylamino]butoxy]-N-(methylsulfonyl)acetamide